2-[(E)-3-chloroallyloxyimino]propyl-[2-(butylthio)propyl]-3-hydroxycyclohex-2-enone ClC=CCO\N=C(\CC1C(=C(C(CC1)=O)CC(C)SCCCC)O)/C